FC1=CC=C(C=C1)C1=NC(=NC(=C1C=CC(CC(CC(=O)[O-])O)O)C(C)C)N(S(=O)(=O)C)C 7-[4-(4-fluorophenyl)-6-isopropyl-2-[methyl(methylsulfonyl)amino]pyrimidin-5-yl]-3,5-dihydroxy-6-heptenoate